N-methyl-6-oxo-N-phenyl-1-(prop-2-yn-1-yl)-1,6-dihydropyridine-2-carboxamide CN(C(=O)C=1N(C(C=CC1)=O)CC#C)C1=CC=CC=C1